C(C)(C)(C)C=1C=C(C=C(C1O)C)C(C(=O)O)(C)C1=CC(=C(C(=C1)C)O)C(C)(C)C.OCC1(C2C=CC(C1)C2)CO 5,5-di(hydroxymethyl)norbornene bis(3-tert-butyl-4-hydroxy-5-methylphenyl)propionat